C(C1=CC=CC=C1)OC(=O)NCCCC[C@H](N)C(=O)O N6-((benzyloxy)carbonyl)-L-lysine